((1-(6-Bromo-3-methylpyridinyl)-5,5-difluoropiperidin-2-yl)methyl)pyrrolidin-2-one BrC1=CC=C(C(=N1)N1C(CCC(C1)(F)F)CN1C(CCC1)=O)C